C(#N)C1=C(C=CC=C1)[C@H]([C@@H](C)C=1N(C(C(=C(N1)C(=O)NC=1C=NOC1)O)=O)C)C=1C=NN(C1)C([2H])([2H])[2H] (1s,2r)-(1-(2-cyanophenyl)-1-(1-(methyl-d3)-1H-pyrazol-4-yl)propan-2-yl)-5-hydroxy-N-(isoxazol-4-yl)-1-methyl-6-oxo-1,6-dihydropyrimidine-4-carboxamide